5-methyl-1-(1-(4-((3aR,5r,6aS)-2-methyl-octahydrocyclopenta[c]pyrrol-5-yl)benzyl)-1H-indol-5-yl)-1H-1,2,4-triazole-3-carboxamide CC1=NC(=NN1C=1C=C2C=CN(C2=CC1)CC1=CC=C(C=C1)C1C[C@@H]2[C@@H](CN(C2)C)C1)C(=O)N